5-fluoro-1-(4-fluorophenyl)-2-isopropyl-4-(methoxymethyloxy)pyrrolo[2,3-C]pyridine FC=1C(=C2C(=CN1)N(C(=C2)C(C)C)C2=CC=C(C=C2)F)OCOC